[Si](C)(C)(C(C)(C)C)OC1C([C@@H](O[C@@H]1CON=C\C=C(\CCC=C(C)C)/C)N1C(NC(C=C1)=O)=O)OC 1-[(2R,5R)-4-[tert-butyl(dimethyl)silyl]oxy-5-[[[(2E)-3,7-dimethylocta-2,6-dienylidene]amino]oxymethyl]-3-methoxy-tetrahydrofuran-2-yl]pyrimidine-2,4-dione